C(C=C)C=1C=C2C=C3C=CC(=CC3=CC2=CC1)OB(O)O (6-allylanthracene-2-yl)boric acid